COCCNC(=O)C1=CC2=C(N=C(N=C2)C)S1 N-(2-methoxyethyl)-2-methylthieno[2,3-d]pyrimidine-6-carboxamide